C(C)(C)S(=O)(=O)CC1=CC=C(C(=O)N)C=C1 4-(isopropylsulfonylmethyl)benzamide